(S)-N-(4-((4-(4-Aminopyrimidin-2-yl)-1,3-dimethyl-1H-pyrazol-5-yl)oxy)butan-2-yl)-6'-chloro-5-((4,4-difluoropiperidin-1-yl)methyl)-3-fluoro-[2,3'-bipyridin]-4'-amine NC1=NC(=NC=C1)C=1C(=NN(C1OCC[C@H](C)NC1=C(C=NC(=C1)Cl)C1=NC=C(C=C1F)CN1CCC(CC1)(F)F)C)C